(4-((tert-butyldiphenylsilyl)oxy)butyl)triphenylphosphonium [Si](C1=CC=CC=C1)(C1=CC=CC=C1)(C(C)(C)C)OCCCC[P+](C1=CC=CC=C1)(C1=CC=CC=C1)C1=CC=CC=C1